ClC1=CC2=C([N+](=C(S2)C)C)C=C1 6-chloro-2,3-dimethylbenzo[d]thiazol-3-ium